trichlorophenyl-silane Cl[Si](C1=CC=CC=C1)(Cl)Cl